tert-butyl N-[2-[(7-bromo-2-methyl-benzimidazol-1-yl)methyl]-3-hydroxy-propyl]carbamate BrC1=CC=CC2=C1N(C(=N2)C)CC(CNC(OC(C)(C)C)=O)CO